CC=1N=C2N(N=C(C=C2C2C(C2)C(F)(F)F)C=2C=NC=NC2)C1 5-(2-Methyl-8-(2-(trifluoromethyl)cyclopropyl)imidazo[1,2-b]pyridazin-6-yl)pyrimidine